FC(C1=C(C=CC(=C1)C(F)(F)F)C1CCC2=C(N(C1=O)CC#CC1=CC=C(N=N1)NC(C)=O)C=CC(=C2)F)(F)F N-(6-(3-(3-(2,4-bis(trifluoromethyl)phenyl)-7-fluoro-2-oxo-2,3,4,5-tetrahydro-1H-benzo[b]azepin-1-yl)prop-1-ynyl)pyridazin-3-yl)acetamide